N1C=CC=2C1=NC=CC2C2=NC=CC(=N2)NC(C#N)(CC)C (2-(1H-pyrrolo[2,3-b]pyridin-4-yl)pyrimidin-4-yl)amino-2-methylbutanenitrile